CC=1N=NN2C1C1=C(C(CC2)NC=2C=C(OCCO)C=CC2)C=C(C=C1)C=1C=NN(C1)C 2-(3-((1-methyl-9-(1-methyl-1H-pyrazol-4-yl)-6,7-dihydro-5H-benzo[c][1,2,3]triazolo[1,5-a]azepin-7-yl)amino)phenoxy)ethanol